tert-butyl 4-((3-(2-(2-fluoroethoxy)ethoxy)phenyl)(4-fluorophenyl)(hydroxy)methyl)piperidine-1-carboxylate FCCOCCOC=1C=C(C=CC1)C(C1CCN(CC1)C(=O)OC(C)(C)C)(O)C1=CC=C(C=C1)F